C(C1=CC=CC=C1)OC1=CC(=C(C=C1F)C1=CC=C2C=NNC2=C1)CC 6-(4-(BenzyloXy)-2-ethyl-5-fluorophenyl)-1H-indazole